FC1=CC=C(C=C1)C=1N=CN(C1C1=CC=NC=C1)CC(=O)N1CCNCC1 [4-(4-fluorophenyl)-5-(pyridin-4-yl)-1H-imidazol-1-yl]-1-(piperazin-1-yl)ethan-1-one